(2R)-4-[6-(2-hydroxy-4,6-dimethylphenyl)pyridazin-3-yl]morpholine-2-carboxamide OC1=C(C(=CC(=C1)C)C)C1=CC=C(N=N1)N1C[C@@H](OCC1)C(=O)N